(S)-1-(4-amino-8-(3-hydroxy-2,6-dimethylphenyl)pyrido[3,4-d]pyrimidin-6-yl)pyrrolidin-2-one NC=1C2=C(N=CN1)C(=NC(=C2)N2C(CCC2)=O)C2=C(C(=CC=C2C)O)C